NC1(CCN(CC1)C1=NC(=C2C(=N1)NN=C2C2=C(C1=C(N(N=C1C=C2)C)Cl)Cl)C(=O)N)C 6-(4-amino-4-methylpiperidin-1-yl)-3-(3,4-dichloro-2-methyl-2H-indazol-5-yl)-1H-pyrazolo[3,4-d]pyrimidine-4-carboxamide